9-(2-hydroxyethyl)adenine OCCN1C2=NC=NC(=C2N=C1)N